(1R,5S,6r)-3-phenyl-3-aza-bicyclo[3.1.0]hexane-6-carboxylic acid C1(=CC=CC=C1)N1C[C@H]2C([C@H]2C1)C(=O)O